NC1=NC=2C=C(C=CC2C2=C1N=C(N2CC2=CC=C(C[N+](CC1=CC=C(C=C1)NC([C@H](C)NC([C@H](C(C)C)N)=O)=O)(C)C)C=C2)CCCC)C(=O)O N-(4-((4-amino-2-butyl-7-carboxy-1H-imidazo[4,5-c]quinolin-1-yl)methyl)benzyl)-1-(4-((S)-2-((S)-2-amino-3-methylbutanamido)propanamido)phenyl)-N,N-dimethylmethanaminium